(2,6-dioxopiperidin-3-yl)-6-(4,4,5,5-tetramethyl-1,3,2-dioxaborolan-2-yl)picolinamide O=C1NC(CCC1C=1C(=NC(=CC1)B1OC(C(O1)(C)C)(C)C)C(=O)N)=O